methyl 4-amino-2-oxo-1-phenyl-7-(trifluoromethyl)-1,2-dihydro-1,8-naphthyridine-3-carboxylate NC1=C(C(N(C2=NC(=CC=C12)C(F)(F)F)C1=CC=CC=C1)=O)C(=O)OC